CC1=NN2C(=NC(=CC2=N1)NC(=O)C1CC1)C1=CC=C(C=C1)S(N)(=O)=O N-[2-methyl-5-(4-sulfamoylphenyl)-[1,2,4]triazolo[1,5-c]pyrimidin-7-yl]cyclopropanecarboxamide